C(C(=C)C)(=O)OC1=CC=C(C=C1)O 4-hydroxyphenyl methacrylate